CN1N=CC(=C1)C1=CC=C(C(=N1)C(F)(F)F)N1C=NC(=C1)C1=NC(=NC=C1C(F)(F)F)NC1CCN(CC1)S(=O)(=O)C 4-(1-(6-(1-methyl-1H-pyrazol-4-yl)-2-(trifluoromethyl)pyridin-3-yl)-1H-imidazol-4-yl)-N-(1-(methylsulfonyl)piperidin-4-yl)-5-(trifluoromethyl)pyrimidin-2-amine